ethyl cumyl peroxide C(C)(C)(C1=CC=CC=C1)OOCC